C(CCCCCCCC)C=1C(=C(C(C(=O)O)=CC1)C(=O)O)CCCCCCCCC.C(C=1C(C(=O)OCCCCCCCCC)=CC=CC1)(=O)OCCCCCCCCC dinonyl Phthalate (dinonyl Phthalate)